FC(C1=NC2=CC=CC=C2C(=C1)N[C@@H]1C[C@@H](CCC1)N)(F)F (1S,3R)-N1-[2-(trifluoromethyl)-4-quinolyl]cyclohexane-1,3-diamine